CC1=C(C(=CC(=C1)N1CCOCC1)C)NC(CC=1C=C(C=CC1)C)=O N-(2,6-Dimethyl-4-morpholin-4-yl-phenyl)-2-m-tolyl-acetamide